FC1=CC=C2C=NN(C2=C1C1CCC(CC1)C1=CC=2C(=NC(=CN2)C)N(C1=O)CC1=NC=CC=C1C(F)(F)F)C 7-((1r,4r)-4-(6-fluoro-1-methyl-1H-indazol-7-yl)cyclohexyl)-3-methyl-5-((3-(trifluoromethyl)pyridin-2-yl)methyl)pyrido[2,3-b]pyrazin-6(5H)-one